Ergostatetraen C=C(C)C(=C)C=CC(=C)[C@H]1CC[C@H]2[C@@H]3CCC4CCCC[C@]4(C)[C@H]3CC[C@]12C